O=C1NC(CCC1N1C(C2=CC=C(C=C2C1=O)OCCC1CCN(CC1)CC1CC(C1)OC1=NC=C(C=C1)C=1C=CC=2C3=C(N(C2C1)C)C=CN=C3)=O)=O 2-(2,6-dioxopiperidin-3-yl)-5-(2-(1-(((1r,3r)-3-((5-(5-methyl-5H-pyrido[4,3-b]indol-7-yl)pyridin-2-yl)oxy)cyclobutyl)methyl)piperidin-4-yl)ethoxy)isoindoline-1,3-dione